BrC=1C=C(COCC(=C)ON2CC=CC=C2)C=CC1 1-((3-((3-bromobenzyl)oxy)prop-1-en-2-yl)oxy)pyridin